FC1=C(C=CC(=C1F)OC1=NC=CC=N1)C1=CN=C2N1C=CN=C2NC2=CC(=C(C(=O)NCC1CCN(CC1)C(=O)OC(C)(C)C)C=C2)CC tert-butyl 4-((4-((3-(2,3-difluoro-4-(pyrimidin-2-yloxy)phenyl)imidazo[1,2-a]pyrazin-8-yl)amino)-2-ethylbenzamido)methyl)piperidine-1-carboxylate